OCC(C(=O)O)CC1=CC(=CC=C1)C1=CC=CC=C1 2-(hydroxymethyl)-3-(3-phenylphenyl)propionic acid